COC1=CC=C(CN(C2=CC(=C(C(=N2)C2=C(C(=C3C(=NC(=NC3=C2F)Cl)O)F)Cl)C(F)(F)F)C)CC2=CC=C(C=C2)OC)C=C1 7-(6-(bis(4-methoxybenzyl)amino)-4-methyl-3-(trifluoromethyl)pyridin-2-yl)-2,6-dichloro-5,8-difluoroquinazolin-4-ol